(2R,3S,4S)-4-hydroxy-2-[(4-methoxyphenyl)methyl]pyrrolidin-3-yl N-(prop-2-yn-1-yl)carbamate C(C#C)NC(O[C@H]1[C@H](NC[C@@H]1O)CC1=CC=C(C=C1)OC)=O